5-aminoascorbic acid N[C@]([C@@H]1C(=C(C(=O)O1)O)O)(O)CO